C(C)(=O)N1CC(CC1)C(=O)N(CC(NC=1C=C2CC3(C(NC4=NC=CC=C43)=O)CC2=CC1)=O)CC1=C(CN(C(OC(C)(C)C)=O)C)C=CC=C1 tert-Butyl 2-((1-acetyl-N-(2-oxo-2-((2'-oxo-1,1',2',3-tetrahydrospiro[indene-2,3'-pyrrolo[2,3-b]pyridin]-5-yl)amino)ethyl)pyrrolidine-3-carboxamido)methyl)benzyl(methyl)carbamate